6-{7-carbamoyl-8-[(2-cyano-2-methylideneethyl)amino]naphthalen-2-yl}-N-[2-(morpholin-4-yl)ethyl]pyridine-2-carboxamide C(N)(=O)C1=CC=C2C=CC(=CC2=C1NCC(=C)C#N)C1=CC=CC(=N1)C(=O)NCCN1CCOCC1